CC1=C(C=C(C(=C1)OC1=CC=CC=C1)C)N=CN(C)CC N'-(2,5-dimethyl-4-phenoxyphenyl)-N-ethyl-N-methylformamidine